(Z)-1-(2-hydroxy-4-(1-(4-(trifluoromethoxy)phenyl)-1H-1,2,4-triazol-3-yl)phenyl)-3-(3-(2-isopropyl-5-methylphenyl)-4-oxothiazolidin-2-ylidene)urea OC1=C(C=CC(=C1)C1=NN(C=N1)C1=CC=C(C=C1)OC(F)(F)F)NC(=O)\N=C\1/SCC(N1C1=C(C=CC(=C1)C)C(C)C)=O